4-tert-Butyl-2-methoxy-N-phenethyl-1H-imidazole-1-carboxamide C(C)(C)(C)C=1N=C(N(C1)C(=O)NCCC1=CC=CC=C1)OC